[4-bromo-5-fluoro-2-(5-isoxazolyl)phenoxy]acetic acid BrC1=CC(=C(OCC(=O)O)C=C1F)C1=CC=NO1